C(C)(C)(C)C1NC[C@@H]2[C@H]1CCC2=O |o1:7,8| rel-(3aS,6aR)-tert-butyl-4-oxohexahydrocyclopenta[c]pyrrole